5,10,15,20-tetrakis(4-pyridyl)-21h,23h-porphyrin N1=CC=C(C=C1)C=1C2=CC=C(N2)C(=C2C=CC(C(=C3C=CC(=C(C=4C=CC1N4)C4=CC=NC=C4)N3)C3=CC=NC=C3)=N2)C2=CC=NC=C2